5-[[6-[3-(Difluoromethoxy)-4-fluoro-phenyl]pyrazolo[4,3-b]pyridin-1-yl]methyl]-N-methyl-1,3,4-thiadiazol-2-amine FC(OC=1C=C(C=CC1F)C=1C=C2C(=NC1)C=NN2CC2=NN=C(S2)NC)F